C(=O)C1=CC=CC=2N(CCOC21)C(=O)OC(C)(C)C tert-butyl 8-formyl-2,3-dihydro-1,4-benzoxazine-4-carboxylate